2-Cyano-6-trifluoromethylpyridine C(#N)C1=NC(=CC=C1)C(F)(F)F